C(=O)(O)C(O)C(O)C(=O)O.ClC=1C(=NC(=NC1)NC1=CC=C(C=C1)CN1CCN(CC1)C)NC1=C(C=CC=C1)S(=O)(=O)N(C)C {[5-chloro-2-({4-[{4-methylpiperazin-1-yl}methyl]phenyl}amino)pyrimidin-4-yl]amino}-N,N-dimethylbenzene-1-sulfonamide mono-tartrate salt